C(C)N1C2=CC(=CC=C2C=2C=C(C=CC12)C=O)B1OC(C(O1)(C)C)(C)C 9-ethyl-7-(4,4,5,5-tetramethyl-1,3,2-dioxaborolan-2-yl)-9H-carbazole-3-carbaldehyde